N-(1,1'-biphenyl-2-yl)-N-(9,9-dimethyl-9H-fluoren-2-yl)-9,9'-spirobi(9H-fluoren)-4-amine C1(=C(C=CC=C1)N(C1=CC=CC=2C3(C4=CC=CC=C4C12)C1=CC=CC=C1C=1C=CC=CC13)C1=CC=3C(C2=CC=CC=C2C3C=C1)(C)C)C1=CC=CC=C1